BrC=1C(=C2C=NNC2=CC1F)C=1N=CC=2N(C1)C=C(N2)NC(=O)[C@H]2[C@H](C2)F (1S,2S)-N-(6-(5-bromo-6-fluoro-1H-indazol-4-yl)imidazo[1,2-a]pyrazin-2-yl)-2-fluorocyclopropane-1-carboxamide